C(C)C1=CC=C(C=C1)C=1C=2C(=C(SC2N2C(=NN=C2[C@@H](N1)CC(=O)OC(C)(C)C)C)C)C tert-butyl 2-[(9S)-7-(4-ethylphenyl)-4,5,13-trimethyl-3-thia-1,8,11,12-tetraazatricyclo[8.3.0.02,6]trideca-2(6),4,7,10,12-pentaen-9-yl]acetate